(1S,2R,5R)-5-(4-amino-7H-pyrrolo[2,3-d]pyrimidin-7-yl)-3-(((2-aminoquinolin-7-yl)amino)methyl)cyclopent-3-ene-1,2-diol NC=1C2=C(N=CN1)N(C=C2)[C@@H]2C=C([C@H]([C@H]2O)O)CNC2=CC=C1C=CC(=NC1=C2)N